2,3-dimethylimidazolium acetate C(C)(=O)[O-].CC=1NC=C[N+]1C